O=C1NC(CC[C@H]1N(C=1C=C(C=CC1)[C@@H]1C(CN(CC1)C(=O)OC(C)(C)C)(F)F)C)=O t-Butyl (4R)-4-[3-[[(3R)-2,6-dioxo-3-piperidyl]-methyl-amino]phenyl]-3,3-difluoro-piperidine-1-carboxylate